(18S,21S)-18-(2-(2,5-dioxo-2,5-dihydro-1H-pyrrol-1-yl)acetamido)-21-isopropyl-14,19,22-Trioxo-24-(3-ureidopropyl)-2,5,8,11-tetraoxo-15,20,23-triazapentacosane O=C1N(C(C=C1)=O)CC(=O)N[C@@H](CCNC(CCC(CCC(CCC(CCC(C)=O)=O)=O)=O)=O)C(N[C@H](C(NC(C)CCCNC(=O)N)=O)C(C)C)=O